C1(CC(C(CC1)C(C)C)OO)C p-menthyl hydroperoxide